methyl 5-(6-(cyclopropanecarboxamido)-4-((2-methoxy-3-(1-methyl-1H-1,2,4-triazol-3-yl) phenyl) amino) pyridin-3-yl)-1,3,4-oxadiazole-2-carboxylate C1(CC1)C(=O)NC1=CC(=C(C=N1)C1=NN=C(O1)C(=O)OC)NC1=C(C(=CC=C1)C1=NN(C=N1)C)OC